OC1=C(N2C(C3=CC(=CC=C13)C=1N=NN(C1)C1=CC=CC=C1)=NC=N2)C(=O)OC Methyl 6-hydroxy-9-(1-phenyl-1H-1,2,3-triazol-4-yl)-[1,2,4]triazolo[5,1-a]isoquinoline-5-carboxylate